C[C@@H]1CCC(=CC2=C1CC[C@H]2C)C(C)C gamma-guaiene